tert-Butyl 2,2-dimethyl-4-[3-[(3-methyl-6-sulfamoyl-2-pyridyl)amino]propyl]pyrrolidine-1-carboxylate CC1(N(CC(C1)CCCNC1=NC(=CC=C1C)S(N)(=O)=O)C(=O)OC(C)(C)C)C